FC1=C(CN2[C@@H](CCC2=S)CC(=O)N[C@H](C(=O)NOC(C)C)C(C)C)C=CC=C1F (S)-2-(2-((S)-1-(2,3-Difluorobenzyl)-5-thioxopyrrolidin-2-yl)acetamido)-N-isopropoxy-3-methylbutanamide